1,2,4-trimethyldibenzothiophene CC1=C(C=C(C=2SC3=C(C21)C=CC=C3)C)C